4-(2-(allylamino)-2-oxoacetyl)-1,3,5-trimethyl-1H-pyrrole-2-carboxylic acid ethyl ester C(C)OC(=O)C=1N(C(=C(C1C)C(C(=O)NCC=C)=O)C)C